2-((2-((6-Methoxy-2-methyl-1,2,3,4-tetrahydroisoquinolin-7-yl)amino)-5-(pyridin-4-yl)-7H-pyrrolo[2,3-d]pyrimidin-4-yl)amino)-N,N-dimethylbenzenesulfonamide COC=1C=C2CCN(CC2=CC1NC=1N=C(C2=C(N1)NC=C2C2=CC=NC=C2)NC2=C(C=CC=C2)S(=O)(=O)N(C)C)C